3-fluoro-2-(4-{[(3R)-oxan-3-yl]amino}pyrrolo[1,2-d][1,2,4]triazin-1-yl)-5-(trifluoromethyl)phenol FC=1C(=C(C=C(C1)C(F)(F)F)O)C=1C=2N(C(=NN1)N[C@H]1COCCC1)C=CC2